2-(trifluoromethyl)imidazo[1,5-a]Pyrimidine-8-carboxamide FC(C1=NC=2N(C=C1)C=NC2C(=O)N)(F)F